(((1r,3r,6s)-3'-(5-(2-hydroxypropan-2-yl)pyrazin-2-yl)-2'-oxospiro[bicyclo[4.1.0]heptane-3,5'-oxazolidine]-1-yl)methyl)-1H-benzo[d]imidazole-6-carbonitrile OC(C)(C)C=1N=CC(=NC1)N1C(O[C@@]2(C1)C[C@@]1(C[C@@H]1CC2)CN2C=NC1=C2C=C(C=C1)C#N)=O